1-(5-tert-butyl-isoxazol-3-yl)-3-(4-{5-[3-(4-methyl-piperazin-1-yl)-propoxyl]-benzimidazol-1-yl}-phenyl)-urea C(C)(C)(C)C1=CC(=NO1)NC(=O)NC1=CC=C(C=C1)N1C=NC2=C1C=CC(=C2)OCCCN2CCN(CC2)C